ClC(C)C(CC(C(CC(C(CC)Cl)Cl)Cl)Cl)Cl 2,3,5,6,8,9-hexachloroundecane